C12COCC(CNC1)N2C2=NC(=NC1=C(C(=C(C=C21)Cl)C2=CC=C(C1=C2N=C(S1)N)F)F)OC[C@]12CCCN2C[C@@H](C1)F 4-(4-(3-oxa-7,9-diaza-bicyclo-[3.3.1]nonan-9-yl)-6-chloro-8-fluoro-2-(((2R,7aS)-2-fluorotetra-hydro-1H-pyrrolizin-7a(5H)-yl)methoxy)quinazolin-7-yl)-7-fluorobenzo[d]thiazol-2-amine